C(C)(C)(C)OC(N[C@@H]1[C@@H](OCC12CCN(CC2)C2=NC(=C(N=C2)SC2=C(C(=CC=C2)S(N)(=O)=O)Cl)N)C)=O tert-Butyl((3S,4S)-8-(6-amino-5-((2-chloro-3-sulfamoylphenyl)thio)pyrazin-2-yl)-3-methyl-2-oxa-8-Azaspiro[4.5]decan-4-yl)carbamate